N-(2-ethoxyethyl)-N-{[4,7,10-tris(carboxymethyl)-1,4,7,10-tetraazacyclododec-1-yl]acetyl}glycine C(C)OCCN(CC(=O)O)C(CN1CCN(CCN(CCN(CC1)CC(=O)O)CC(=O)O)CC(=O)O)=O